CC1=CC(=NC=C1C(F)(F)F)N 4-methyl-5-(trifluoromethyl)pyridine-2-amine